N-[3-Fluoro-4-[(6-methoxy-7-propan-2-yl-1,5-naphthyridin-4-yl)oxy]phenyl]-5-(4-fluorophenyl)-4-hydroxy-6-methylpyridine-3-carboxamide FC=1C=C(C=CC1OC1=CC=NC2=CC(=C(N=C12)OC)C(C)C)NC(=O)C=1C=NC(=C(C1O)C1=CC=C(C=C1)F)C